N-(5-(5-bromo-1-(3-fluoro-4-methylbenzyl)-2-oxo-2,3-dihydro-1H-benzo[b]azepin-4-yl)-1,3,4-thiadiazol-2-yl)acetamide BrC=1C2=C(N(C(CC1C1=NN=C(S1)NC(C)=O)=O)CC1=CC(=C(C=C1)C)F)C=CC=C2